5-(1-((5-(5-(difluoromethyl)-1,3,4-oxadiazol-2-yl)pyridin-2-yl)methyl)-1H-1,2,3-triazol-4-yl)-N-ethyl-1H-benzo[d]imidazol-2-amine FC(C1=NN=C(O1)C=1C=CC(=NC1)CN1N=NC(=C1)C1=CC2=C(NC(=N2)NCC)C=C1)F